BrC=1C=C(C=CC1)C1=NC(=NC(=N1)Cl)Cl 2-(3-bromophenyl)-4,6-dichloro-1,3,5-triazine